[OH-].[OH-].C(CC(C)C)[Zr+2]CCC(C)C diisopentylzirconium dihydroxide